Methyl 6-((2-(3-((tert-butoxycarbonyl)(6-methoxy-3-nitropyridin-2-yl)amino)-propyl)-3,4-difluorophenyl)amino)-2-fluoro-3-(trifluoromethyl)benzoate C(C)(C)(C)OC(=O)N(CCCC1=C(C=CC(=C1F)F)NC1=CC=C(C(=C1C(=O)OC)F)C(F)(F)F)C1=NC(=CC=C1[N+](=O)[O-])OC